FC(C1=NN=C(O1)C1=C(C(=C(CN2N=NC(=C2)C=2C=CC(=NC2)N)C=C1)F)F)F 5-(1-(4-(5-(difluoromethyl)-1,3,4-oxadiazol-2-yl)-2,3-difluorobenzyl)-1H-1,2,3-triazol-4-yl)pyridin-2-amine